FC(F)(F)C=1C(=C(C=C(C1N)O)C1=CC=C(C(=C1)O)N)C(F)(F)F bis(trifluoromethyl)-5,5'-dihydroxy-4,4'-diaminobiphenyl